BrC=1C=CC(=NC1C(N(C)OC)=O)NC(OC(C)(C)C)=O tert-butyl (5-bromo-6-(methoxy(methyl)carbamoyl)pyridin-2-yl)carbamate